2-(4-cyclopropyl-6-methoxypyrimidin-5-yl)-6,6-dimethyl-6H-pyrimido[5,4-b][1,4]oxazin-7(8H)-one C1(CC1)C1=NC=NC(=C1C=1N=CC=2OC(C(NC2N1)=O)(C)C)OC